FC1(CCN(CC1)C1=NC(=CC(=N1)C=1N=NN(C1)C1=C(C=C(C=C1)NS(=O)(=O)CCO)N1CCC2(CC2)CC1)OC)F N-(4-(4-(2-(4,4-difluoropiperidin-1-yl)-6-methoxypyrimidin-4-yl)-1H-1,2,3-triazol-1-yl)-3-(6-azaspiro[2.5]oct-6-yl)phenyl)-2-hydroxyethanesulfonamide